((tert-butoxycarbonyl)amino)-4-iodobutanoate C(C)(C)(C)OC(=O)NC(C(=O)[O-])CCI